(dimethylamino)-1-(2-(3-methoxyphenethyl) phenoxy)butan-2-yl 2,2-difluoroacetate FC(C(=O)OC(COC1=C(C=CC=C1)CCC1=CC(=CC=C1)OC)CCN(C)C)F